CN(CCOCCC(=O)N1CCN(CC1)C1=C(C=NC=C1)C#N)C=1C=NNC(C1C(F)(F)F)=O 4-[4-[3-(2-[Methyl[6-oxo-5-(trifluoromethyl)-1,6-dihydropyridazin-4-yl]amino]ethoxy)propanoyl]piperazin-1-yl]pyridine-3-carbonitrile